N2,N2-bis(4-methoxybenzyl)-N4-((2,2,5-trimethyl-1,3-dioxan-5-yl)methyl)-5,6,7,8-tetrahydroquinoline-2,3,4-triamine COC1=CC=C(CN(C2=NC=3CCCCC3C(=C2N)NCC2(COC(OC2)(C)C)C)CC2=CC=C(C=C2)OC)C=C1